tert-butyl 3-(7-(2-ethyl-6-methylpyridin-3-yl)-5-(4-(4-fluoro-2-methoxyphenyl)piperazine-1-carbonyl)-1H-indol-2-yl)-5,6-dihydropyridine-1(2H)-carboxylate C(C)C1=NC(=CC=C1C=1C=C(C=C2C=C(NC12)C=1CN(CCC1)C(=O)OC(C)(C)C)C(=O)N1CCN(CC1)C1=C(C=C(C=C1)F)OC)C